N[C@H]1CN(CC1)C(=O)OC(C)(C)C tert-butyl (R)-3-aminopyrrolidin-1-carboxylate